N=1C=CC=2C1CC=CC2 7H-pyrrolo[2,3-d]benzene